N-(4-((4-((2-amino-5-chloro-3-nitropyridin-4-yl)amino)piperidin-1-yl)methylene)phenyl)-N-methyl-methylsulfonamide trimethylammonioacrylate C[N+](C)(C)C(C(=O)[O-])=C.NC1=NC=C(C(=C1[N+](=O)[O-])NC1CCN(CC1)C=C1CC=C(C=C1)N(S(=O)(=O)C)C)Cl